C(C)(C)(C)OC(=O)N1CCN(CC1)CC1=CC=2C(C3=CC=C(C=C3N(C2C=C1)C(=O)OC(C)(C)C)C1=CC=CC=C1)(C)C tert-butyl 2-((4-(tert-butoxycarbonyl)piperazin-1-yl)methyl)-9,9-dimethyl-6-phenylacridine-10(9H)-carboxylate